(4-Morpholinophenyl)butanone O1CCN(CC1)C1=CC=C(C=C1)CC(CC)=O